(1R,4R,7R)-2-{2-[1-(cyclopropylmethyl)-6-[6-(methylsulfanyl)pyridin-3-yl]-1H-indol-2-yl]-7-methoxy-1-methyl-1H-1,3-benzodiazole-5-carbonyl}-2-azabicyclo[2.2.1]heptan-7-amine C1(CC1)CN1C(=CC2=CC=C(C=C12)C=1C=NC(=CC1)SC)C1=NC2=C(N1C)C(=CC(=C2)C(=O)N2[C@@H]1CC[C@H](C2)[C@H]1N)OC